NBN Diazaborane